N-{5-[3-(3,3-difluorocyclohexyl)-1,2,4-oxadiazol-5-yl]-4,5,6,7-tetrahydro[1,3]thiazolo[5,4-c]pyridin-2-yl}-N'-methylurea FC1(CC(CCC1)C1=NOC(=N1)N1CC2=C(CC1)N=C(S2)NC(=O)NC)F